3-Fluoro-4-[2-hydroxy(5,5,8,8-tetramethyl-5,6,7,8-tetrahydro-naphthalen-2-yl)-acetylamino]-benzoic acid FC=1C=C(C(=O)O)C=CC1N(C(CO)=O)C1=CC=2C(CCC(C2C=C1)(C)C)(C)C